C(#N)N1C[C@H]([C@@H](C1)C)C(=O)NC=1SC(=CN1)C1=CC=CC=C1 (3S,4S)-1-cyano-4-methyl-N-(5-phenylthiazol-2-yl)pyrrolidine-3-carboxamide